(3R,5'S)-2-oxaspiro[indole-3,3'-pyrrolidine]-5'-carboxamide hydrochloride Cl.N1C[C@]2(C[C@H]1C(=O)N)ONC1=CC=CC=C12